pyrrolopyrroledione N=1C(C(C=2C1C=CN2)=O)=O